BrC1=CC=2N(C3=CC(=CC=C3C2C=C1)Br)C 2,7-dibromo-9-methyl-9H-carbazole